BrC1=NC=C(C(=C1NC(=O)C1=C(N=C(S1)C=1C=NC(=CC1)N1C[C@@H](CC1)F)F)Br)F (R)-N-(2,4-dibromo-5-fluoropyridin-3-yl)-4-fluoro-2-(6-(3-fluoropyrrolidin-1-yl)pyridin-3-yl)thiazole-5-carboxamide